2-phenyl-2-((R)-3-(4-(5,6,7,8-tetrahydro-1,8-naphthyridin-2-yl)butyrylamino)pyrrolidin-1-yl)acetic acid C1(=CC=CC=C1)C(C(=O)O)N1C[C@@H](CC1)NC(CCCC1=NC=2NCCCC2C=C1)=O